N1=C(C=CC=C1)SS[C@@H](CO)C (2R)-2-(2-pyridyldisulfanyl)propan-1-ol